C[C@@H]1CC2=NN3C(CNCCC3)=C2C(N1C(=O)OC(C)(C)C)=S (R)-tert-butyl 3-methyl-l-1-thioxo-3,4,8,9,10,11-hexahydro-1H-pyrido[4',3':3,4]pyrazolo[1,5-a][1,4]diazepine-2(7H)-carboxylate